(S)-7-((9,9-difluoro-9H-fluorene-3-carbonyl)glycyl)-N-((R*)-2,2,2-trifluoro-1-(4-(N-hydroxycarbamimidoyl)thiophen-2-yl)ethyl)-1,4-dioxa-7-azaspiro[4.4]nonane-8-carboxamide FC1(C2=CC=CC=C2C=2C=C(C=CC12)C(=O)NCC(=O)N1CC2(OCCO2)C[C@H]1C(=O)N[C@H](C(F)(F)F)C=1SC=C(C1)C(NO)=N)F |o1:32|